(3-(5-methoxy-1H-benzo[d][1,2,3]triazol-1-yl)phenethyl)sulfamide COC1=CC2=C(N(N=N2)C=2C=C(CCNS(=O)(=O)N)C=CC2)C=C1